(4-(phenoxy) phenyl) sulfide O(C1=CC=CC=C1)C1=CC=C(C=C1)SC1=CC=C(C=C1)OC1=CC=CC=C1